FC1=C(C(N(C(=C1)C)C1=CC=NC=C1)=O)C(=O)O fluoro-6-methyl-2-oxo-2H-[1,4'-bipyridine]-3-carboxylic acid